CN1N=C(C=CC1=O)N1N=CN=C1[C@H](C)NC(OC(C)(C)C)=O tert-butyl N-[(1S)-1-[2-(1-methyl-6-oxo-pyridazin-3-yl)-1,2,4-triazol-3-yl]ethyl]carbamate